BrC=1C=CC(=C(C1)NC(=O)C=1N=C(OC1)NC(OC(C)(C)C)=O)Cl tert-Butyl (4-((5-bromo-2-chlorophenyl)carbamoyl)oxazol-2-yl)carbamate